methyl (9-fluorenyl)-methacrylate C1=CC=CC=2C3=CC=CC=C3C(C12)C=C(C(=O)OC)C